(cis)-4-(4-bromo-2-oxo-2,3-dihydro-1H-1,3-benzodiazol-1-yl)-N-(3-chloro-4-fluorophenyl)cyclohexane-1-carboxamide BrC1=CC=CC=2N(C(NC21)=O)[C@H]2CC[C@H](CC2)C(=O)NC2=CC(=C(C=C2)F)Cl